3-(2,5-dichloropyrimidin-4-yl)-1-(ethylsulphonyl)-1H-indole ClC1=NC=C(C(=N1)C1=CN(C2=CC=CC=C12)S(=O)(=O)CC)Cl